NC1=NC=2C=CC(=CC2C2=C1COC2)C(=O)N(C)[C@@H]2COCC1=C2C=CC(=C1)Br 4-amino-N-((4S)-7-bromo-3,4-dihydro-1H-2-benzopyran-4-yl)-N-methyl-1,3-dihydrofuro[3,4-c]quinoline-8-carboxamide